CN(C1C(CCCC1)(O)C1=CC=C(C=C1)F)C 2-(dimethylamino)-1-(4-fluorophenyl)cyclohexane-1-ol